C(C)(C)(C)C1=CC(=C(C=C1O)CC(=O)NC1=CC(=NC=C1)C(=O)N[C@H](C)C#N)F |r| racemic-4-[[2-(4-tert-butyl-2-fluoro-5-hydroxy-phenyl)acetyl]amino]-N-(1-cyanoethyl)pyridine-2-carboxamide